C(C)(C)OC=1C=CC(=NC1)C1=NSC(=N1)NC1=NC=CN=C1C 3-(5-isoprop-oxypyridin-2-yl)-N-(3-methyl-pyrazin-2-yl)-1,2,4-thia-diazol-5-amine